3-bromo-5-(2-methyl-propane-2-sulfonyl)-4,5,6,7-tetrahydro-pyrazolo[1,5-a]Pyrazine BrC=1C=NN2C1CN(CC2)S(=O)(=O)C(C)(C)C